1-[(2-{[2-(3-chloro-4-fluorophenyl)-1-hydroxypropan-2-yl]amino}-1H-1,3-benzodiazol-4-yl)methyl]imidazolidin-2-one ClC=1C=C(C=CC1F)C(CO)(C)NC1=NC2=C(N1)C=CC=C2CN2C(NCC2)=O